NC1=CC(=NC=C1N)N1N=C(C=C1)C(F)(F)F 1-(4,5-diamino-2-pyridinyl)-3-(trifluoromethyl)pyrazole